C12C(CC(CC1)C2)NCC 2-(2-Norbornyl)aminoethan